C1N(CCC2=CC=CC=C12)C[C@H](CNC(=O)C1=NC=NC(=C1)NC1CCNCC1)O (S)-N-(3,4-dihydro-isoquinoline-2(1H)-yl-2-hydroxypropyl)-6-(piperidin-4-ylamino)pyrimidine-4-carboxamide